FC1=C(C=CC(=C1C(=O)C1=CNC2=NC=C(C=C21)B2OC(C(O2)(C)C)(C)C)F)NS(=O)(=O)N2C[C@@H](CC2)F (3R)-N-[2,4-difluoro-3-[5-(4,4,5,5-tetramethyl-1,3,2-dioxaborolan-2-yl)-1H-pyrrolo[2,3-b]pyridine-3-carbonyl]phenyl]-3-fluoropyrrolidine-1-sulfonamide